C(C)O[Si](N1C(C(=CC1=O)CCC)=O)(OCC)OCC N-Triethoxysilyl(Propyl)Maleimide